ClC1=NN=C2N1C1=CC=CC=C1C(=N2)N(C2=CC(=CC(=C2)C#CC2(CC2)C(F)(F)F)F)CC(F)F chloro-N-(2,2-difluoroethyl)-N-(3-fluoro-5-((1-(trifluoromethyl)cyclopropyl)ethynyl)phenyl)-[1,2,4]triazolo[4,3-a]quinazolin-5-amine